BrC1=CC=C2C=3C(C4=C(C(C3NC2=C1)(C)C)C=C(C(=C4)Cl)N4CCC(CC4)=O)=O 3-bromo-9-chloro-6,6-dimethyl-8-(4-oxopiperidin-1-yl)-5,6-dihydro-11H-benzo[b]carbazol-11-one